C(C)(=O)NCCCCCC(=O)N1[C@@H](CC(C1)O)C(=O)O N-(acetylaminohexanoyl)-4-hydroxyproline